N-(3,5-Dimethylphenyl)-N1-(4-ethylphenyl)-6-pyrrolidin-1-yl-[1,3,5]triazine-2,4-diamine hydrochloride Cl.CC=1C=C(C=C(C1)C)NC1N(C(=NC(=N1)N)N1CCCC1)C1=CC=C(C=C1)CC